2-ETHOXYCARBONYL-5-FLUOROPHENYLBORONIC ACID C(C)OC(=O)C1=C(C=C(C=C1)F)B(O)O